titanium sulfate, ammonium salt [NH4+].S(=O)(=O)([O-])[O-].[Ti+]